N1(CCC1)C(CN1C(N(C2=NC=C(C=C21)C2=C(C(=C(C=C2)F)C)F)CF)=O)=O 1-[2-(azetidin-1-yl)-2-oxo-ethyl]-6-(2,4-difluoro-3-methyl-phenyl)-3-(fluoromethyl)imidazo[4,5-b]pyridin-2-one